nonadecyl 2-bromovalerate BrC(C(=O)OCCCCCCCCCCCCCCCCCCC)CCC